N1(CCC2C1CNCC2)C=2C=1N(C(=NN2)SC)C=CN1 8-(2,3,3a,4,5,6,7,7a-octahydropyrrolo[2,3-c]pyridin-1-yl)-5-methylsulfanyl-imidazo[1,2-d][1,2,4]triazine